CC=1C=2N(C=C(N1)C)N=C(C2)C=2N=C1N(C(C2)=O)C=C(C=C1C)N1CCC(CC1)NCCC 2-(4,6-dimethylpyrazolo[1,5-a]pyrazin-2-yl)-9-methyl-7-[4-(propylamino)piperidin-1-yl]-4H-pyrido[1,2-a]pyrimidin-4-one